5-acetyl-2,4-dioxane C(C)(=O)C1OCOCC1